ClC=1C=C(C=CC1)[C@@H](C=1N=CSC1C)O 4-[(S)-(3-chlorophenyl)(hydroxy)methyl]-5-methyl-1,3-thiazol